1,3-bis(3-aminopropyl)-tetramethyl-disiloxane NCCC[Si](O[Si](CCCN)(C)C)(C)C